[C@H]12CC(C[C@@H]2C1)CS(=O)(=O)O.C1(CC1)SC1=C(N[2H])C(=CC(=C1)N1CC2=CC=C(C=C2CC1)F)C 2-(Cyclopropylthio)-4-(6-fluoro-3,4-dihydroisoquinolin-2(1H)-yl)-6-methylaniline-d (1R,3r,5S)-bicyclo[3.1.0]hexane-3-methanesulfonate